C(C)OC(=O)C1=C(C(=CC(O1)=O)C1=CC=CC=C1)C1=C(C=CC=C1[N+](=O)[O-])Cl 5-(2-chloro-6-nitrophenyl)-2-oxo-4-phenyl-2H-pyran-6-carboxylic acid ethyl ester